NC=1C(=NC=C(C1)S(=O)(=O)C1=CC=C(C=C1)C(F)(F)F)C1=NN=C(S1)CO (5-{3-Amino-5-[4-(trifluoromethyl)benzene-1-sulfonyl]pyridin-2-yl}-1,3,4-thiadiazol-2-yl)methanol